6H-1,3-oxazine O1C=NC=CC1